CN1C(C=C(C2=CC=C(C=C12)N1C(CCC1)=O)N1CCC(CC1)SC1=CC=CC=C1)=O 1-methyl-2-oxo-7-(2-oxopyrrolidin-1-yl)-4-[4-(phenylsulfanyl)piperidin-1-yl]-1,2-dihydroquinoline